C(C=C)(=O)OC1C=CC=C1.C(C=C)(=O)OC1C=CC=C1 dicyclopentadienyl diacrylate